5-[(Cyclopropylmethyl)sulfonyl]-N-[4-(1,1,1,3,3,3-hexafluoro-2-hydroxypropan-2-yl)phenyl]-2-(tetrahydrofuran-3-ylcarbonyl)-2,3-dihydro-1H-isoindol-1-carboxamid C1(CC1)CS(=O)(=O)C=1C=C2CN(C(C2=CC1)C(=O)NC1=CC=C(C=C1)C(C(F)(F)F)(C(F)(F)F)O)C(=O)C1COCC1